O[C@@H]1C[C@H](N(C1)C(C(C(C)C)C1=CC(=NO1)N1CCN(CC1)C(=O)OC(C)(C)C)=O)C(N[C@H](C)C1=CC=C(C=C1)C1=C(N=CS1)C)=O tert-butyl 4-(5-(1-((2S,4R)-4-hydroxy-2-(((R)-1-(4-(4-methylthiazol-5-yl)phenyl)ethyl)carbamoyl)pyrrolidin-1-yl)-3-methyl-1-oxobutan-2-yl)isoxazol-3-yl)piperazine-1-carboxylate